2-Nitro-4-(perfluorobutan-2-yl)aniline [N+](=O)([O-])C1=C(N)C=CC(=C1)C(C(F)(F)F)(C(C(F)(F)F)(F)F)F